2-{[4-(1H-1,3-benzodiazol-6-yl)-1-oxo-2,3-dihydro-1H-isoindol-2-yl]methyl}prop-2-enenitrile N1C=NC2=C1C=C(C=C2)C2=C1CN(C(C1=CC=C2)=O)CC(C#N)=C